3-[[4-[[(2R,3S)-7-(7-cyclopropyl-6-isopropyl-furo[2,3-b]pyrazin-2-yl)-3-isobutyl-azepan-2-yl]methoxy]-6-(2,6-dimethylphenyl)pyrimidin-2-yl]sulfamoyl]benzoic acid C1(CC1)C1=C(OC2=NC=C(N=C21)C2CCC[C@H]([C@@H](N2)COC2=NC(=NC(=C2)C2=C(C=CC=C2C)C)NS(=O)(=O)C=2C=C(C(=O)O)C=CC2)CC(C)C)C(C)C